ClC1=C(C(=CC=C1)Cl)NC(=O)C1=CC(=C(C=C1O[C@H](C(F)(F)F)C)N1N=C(N(C1=O)CC)C(=O)O)F 1-(4-[(2,6-dichlorophenyl)carbamoyl]-2-fluoro-5-{[(2S)-1,1,1-trifluoroprop-2-yl]oxy}phenyl)-4-ethyl-5-oxo-4,5-dihydro-1H-1,2,4-triazole-3-carboxylic acid